O=C1NC(CCC1N1C(C2=CC=CC(=C2C1=O)NC1CC2(C1)CCC(CC2)N(C(OC(C)(C)C)=O)C)=O)=O Tert-butyl (2-((2-(2,6-dioxopiperidin-3-yl)-1,3-dioxoisoindolin-4-yl)amino)spiro[3.5]nonan-7-yl)(methyl)carbamate